NC1CN(C1)C(=O)C1CCN(CC1)C(=O)C1=C(C=C(C=C1)NC(=O)C=1N(C(=CN1)C1=C(C(=C(C=C1)OC)F)F)C)Cl N-[4-[4-(3-aminoazetidine-1-carbonyl)piperidine-1-carbonyl]-3-chloro-phenyl]-5-(2,3-difluoro-4-methoxy-phenyl)-1-methyl-imidazole-2-carboxamide